n-pentyl mercaptan CCCCCS